1-(4-fluorophenyl)-3-phenylpropane-1,3-dione FC1=CC=C(C=C1)C(CC(=O)C1=CC=CC=C1)=O